C(C)(C)N(C1=NC(=CC(=N1)C(=O)NC1=CC=C(C(=O)O)C=C1)C(F)(F)F)C(C)C 4-(2-(diisopropylamino)-6-(trifluoromethyl)pyrimidine-4-amido)benzoic acid